methyl (3R)-3-{3-[2-hydroxy-4-(trifluoromethyl)phenyl]-4-methyl-6,7-dihydropyrido[2,3-c]pyridazine-8(5H)-yl}piperidine-1-carboxylate OC1=C(C=CC(=C1)C(F)(F)F)C1=C(C2=C(N=N1)N(CCC2)[C@H]2CN(CCC2)C(=O)OC)C